4-((2-(2-ethoxy-2-oxoethyl)phenoxy)methyl)benzofuran-2-ylboronic acid C(C)OC(CC1=C(OCC2=CC=CC3=C2C=C(O3)B(O)O)C=CC=C1)=O